carnitine 1,5-naphthalenedisulfonate C1(=CC=CC=2C(=CC=CC12)S(=O)(=O)O)S(=O)(=O)O.OC(C[N+](C)(C)C)CC([O-])=O